N-(4-(hydroxycarbamoyl)benzenesulfonyl)-2-phenoxy-4-(3-(2-methylphenyl)acryloylamino)benzamide ONC(=O)C1=CC=C(C=C1)S(=O)(=O)NC(C1=C(C=C(C=C1)NC(C=CC1=C(C=CC=C1)C)=O)OC1=CC=CC=C1)=O